NC1=CC=C(C=N1)N1C=C(C(C2=CC(=C(C=C12)N1[C@H](CCC1)COC1=NC=CC=C1C)F)=O)C(=O)O (R)-1-(6-aminopyridin-3-yl)-6-fluoro-7-(2-(((3-methylpyridin-2-yl)oxy)methyl)pyrrolidin-1-yl)-4-oxo-1,4-dihydroquinoline-3-carboxylic acid